ClC1=NC(=NN2C1=C(C(=C2)C2=NN(C=C2)C)C)C=2N(C=CN2)C E-4-chloro-5-methyl-2-(1-methyl-1H-imidazol-2-yl)-6-(1-methyl-1H-pyrazol-3-yl)pyrrolo[2,1-f][1,2,4]triazine